BrC1=CC=C(C=C1)C(C)(C)C=1N=C(SC1)NC(=O)NCCCS(=O)(=O)C 1-(4-(2-(4-bromophenyl)-propan-2-yl)thiazol-2-yl)-3-(3-(methylsulfonyl)-propyl)urea